4-((4-aminophenyl)thio)-3-propoxybenzenamine NC1=CC=C(C=C1)SC1=C(C=C(C=C1)N)OCCC